The molecule is a quarternary ammonium bromide salt in which the cation has four propyl substituents around the central nitrogen. It has a role as a potassium channel blocker. It is a bromide salt and a quaternary ammonium salt. It contains a tetrapropylammonium. CCC[N+](CCC)(CCC)CCC.[Br-]